(4-((R)-2-(5-chloro-6-methoxypyridin-3-yl)propyl)-6-(((R)-1-hydroxy-4-methylpent-2-yl)amino)-1,3,5-triazin-2-yl)methanesulfonamide ClC=1C=C(C=NC1OC)[C@@H](CC1=NC(=NC(=N1)N[C@@H](CO)CC(C)C)CS(=O)(=O)N)C